(6aR)-8-acryloyl-1-((S)-2-methyl-4-(methylsulfonyl)piperazin-1-yl)-4-chloro-3-(2-fluoro-6-hydroxyphenyl)-6,6a,7,8,9,10-hexahydro-12H-pyrazino[2,1-c]pyrido[3,4-f][1,4]oxazepin-12-one C(C=C)(=O)N1C[C@@H]2COC3=C(C(N2CC1)=O)C(=NC(=C3Cl)C3=C(C=CC=C3O)F)N3[C@H](CN(CC3)S(=O)(=O)C)C